N-[4-(6-amino-5-chloropyrimidin-4-yl)oxy-3-fluorophenyl]-1-(3-pyridyl)-5-(trifluoromethyl)pyrazole-4-carboxamide NC1=C(C(=NC=N1)OC1=C(C=C(C=C1)NC(=O)C=1C=NN(C1C(F)(F)F)C=1C=NC=CC1)F)Cl